FC1(CCC(CC1)NC(=O)C=1C(N(C2=NC=C(C=C2C1)C1=CC=C(C=C1)OC)CCN1CCOCC1)=O)F N-(4,4-difluorocyclohexyl)-6-(4-methoxyphenyl)-1-(2-morpholinoethyl)-2-oxo-1,2-dihydro-1,8-naphthyridine-3-carboxamide